N-Hexyl-7-hydroxy-2-oxo-2H-chromene-3-carboxamide C(CCCCC)NC(=O)C=1C(OC2=CC(=CC=C2C1)O)=O